NC1=NC=C(C=N1)C=1N=C(C2=C(N1)C=C(S2)CN2CCN(CC2)C(=O)C2=CC=C(C=C2)C=2C=C1CC[C@@H](N(C1=CC2)C(C)=O)C)N2CCOCC2 (S)-1-(6-(4-(4-((2-(2-Aminopyrimidin-5-yl)-4-morpholinothieno[3,2-d]pyrimidin-6-yl)methyl)piperazine-1-carbonyl)phenyl)-2-methyl-3,4-dihydroquinolin-1(2H)-yl)ethan-1-one